acrylamido-phenylboronic acid C(C=C)(=O)NC1=C(C=CC=C1)B(O)O